(2S)-N-{4-[7-(Cyclopropyloxy)-5-fluoro-3-(pyridin-2-yl)-1H-pyrrolo[3,2-b]pyridin-2-yl]pyridin-2-yl}-4,4-difluoro-2-(4-fluorophenyl)butanamid C1(CC1)OC1=C2C(=NC(=C1)F)C(=C(N2)C2=CC(=NC=C2)NC([C@@H](CC(F)F)C2=CC=C(C=C2)F)=O)C2=NC=CC=C2